N4-(3-chloro-4-hydroxy-5-methylphenyl)-5-fluoro-N2-[3-[2-(N-piperazinyl)ethoxy]phenyl]-2,4-pyrimidinediamine ClC=1C=C(C=C(C1O)C)NC1=NC(=NC=C1F)NC1=CC(=CC=C1)OCCN1CCNCC1